FC(CC[SiH](Cl)C)(F)F trifluoropropyl-methylchlorosilane